O=C1NC(CCC1N1C(C2=CC=C(C=C2C1)CNC(=O)NC=1C=C(OCC(C(=O)OC(C)(C)C)=C)C=CC1)=O)=O tert-butyl 2-[[3-[[2-(2,6-dioxo-3-piperidyl)-1-oxo-isoindolin-5-yl]methylcarbamoylamino]phenoxy]methyl]prop-2-enoate